1-(3-acetamido-4-fluorophenyl)-6-oxo-pyridine-3-carboxylic acid C(C)(=O)NC=1C=C(C=CC1F)N1C=C(C=CC1=O)C(=O)O